6-(4-(methylsulfonyl)phenyl)naphthalen-2-ol hydrochloride Cl.CS(=O)(=O)C1=CC=C(C=C1)C=1C=C2C=CC(=CC2=CC1)O